FC1(CC(C1)N1C[C@@H]([C@@H](CC1)NC1=NN2C(C(=N1)NC)=C(C=C2)C2=CC=C1C(=N2)N(C(=N1)C)CC(F)F)F)F N2-((3S,4R)-1-(3,3-Difluorocyclobutyl)-3-fluoropiperidin-4-yl)-5-(3-(2,2-difluoroethyl)-2-methyl-3H-imidazo[4,5-b]pyridin-5-yl)-N4-methylpyrrolo[2,1-f][1,2,4]triazine-2,4-diamine